6'-chloro-4-(3-chloro-2-fluorophenyl)-2-(2,2-dimethylpropyl)-1',2'-dihydrospiro[pyrrolidine-3,3'-pyrrolo[3,2-c]pyridine] ClC1=CC2=C(C=N1)C1(CN2)C(NCC1C1=C(C(=CC=C1)Cl)F)CC(C)(C)C